3-(9-((4-(((tert-butoxycarbonyl)amino)methyl)-2-methylphenyl)carbamoyl)-5,6-dihydro-4H-benzo[b]thieno[2,3-d]azepin-8-yl)-6-(propylcarbamoyl)picolinic acid C(C)(C)(C)OC(=O)NCC1=CC(=C(C=C1)NC(=O)C1=CC2=C(NCCC3=C2SC=C3)C=C1C=1C(=NC(=CC1)C(NCCC)=O)C(=O)O)C